ClC1=C(CNC(=O)[C@]2(C=3C=CC=NC3C(CC2)(O)CC#N)F)C=CC(=C1)F (5S,6R)-N-(2-chloro-4-fluorobenzyl)-8-(cyanomethyl)-5-fluoro-8-hydroxy-5,6,7,8-tetrahydro-quinoline-5-carboxamide